(+/-)-methyl lactate C([C@H](O)C)(=O)OC |r|